tri(cyclopentadienyl)ytterbium (III) C1(C=CC=C1)[Yb](C1C=CC=C1)C1C=CC=C1